CN1C(=NN=C1)C1(CN(C1)C1COC1)C=1C=C(C=CC1)N1C(C2=CC(=CC(=C2C1)C(F)(F)F)CNC1(CCC1)C)=O 2-(3-(3-(4-methyl-4H-1,2,4-triazol-3-yl)-1-(oxetan-3-yl)azetidin-3-yl)phenyl)-6-(((1-methylcyclobutyl)amino)methyl)-4-(trifluoromethyl)isoindolin-1-one